diisobutyl (1-trifluoromethylethyl)succinate FC(C(C)C(C(=O)OCC(C)C)CC(=O)OCC(C)C)(F)F